(R)-1-(4-(5-(5-(1-(3,5-dichloropyridin-4-yl)ethoxy)-6-methyl-1H-pyrazolo[4,3-b]pyridin-3-yl)pyridin-2-yl)-3,5-dimethyl-1H-pyrazol-1-yl)-2-methyl-2-propanol ClC=1C=NC=C(C1[C@@H](C)OC1=C(C=C2C(=N1)C(=NN2)C=2C=CC(=NC2)C=2C(=NN(C2C)CC(C)(O)C)C)C)Cl